FC(S(=O)(=O)OC=1C=2N(C=C(C1)Br)N=CC2C#N)(F)F 6-Bromo-3-cyanopyrazolo[1,5-a]pyridin-4-yl trifluoromethanesulfonate